8-(4-(((2-(2,6-dioxopiperidin-3-yl)-7-fluoro-1,3-dioxoisoindoline-5-yl)methyl)(Methyl)amino)piperidin-1-yl)-9-ethyl-6,6-dimethyl-11-oxo-6,11-dihydro-5H-benzo[b]carbazole-3-Formaldehyde O=C1NC(CCC1N1C(C2=C(C=C(C=C2C1=O)CN(C1CCN(CC1)C=1C(=CC2=C(C(C=3NC4=CC(=CC=C4C3C2=O)C=O)(C)C)C1)CC)C)F)=O)=O